4-((1R,3r,5S,6r)-6-(1-isopropyl-3-(3-(trifluoromethyl)phenyl)-1H-pyrazol-5-yl)bicyclo[3.1.0]hexane-3-yl)-1,4-oxaazepane C(C)(C)N1N=C(C=C1C1[C@H]2CC(C[C@@H]12)N1CCOCCC1)C1=CC(=CC=C1)C(F)(F)F